CC1=C(OC2CCN(CC2)C(=O)OC(C)(C)C)C=CC(=C1)[N+](=O)[O-] tert-butyl 4-(2-methyl-4-nitrophenoxy)piperidine-1-carboxylate